C(C)OC(CC1=C(C=CC(=C1)OC)O[C@@H]1CCC2=CC=C(C=C12)C1=C2C=CN=C(C2=CC=C1)N)=O (R)-2-(2-((6-(1-aminoisoquinolin-5-yl)-2,3-dihydro-1H-inden-1-yl)oxy)-5-methoxyphenyl)acetic acid ethyl ester